FC1=CN=C2C(=NC=NN21)N2CCC1(C(N3[C@H](O1)CC[C@H]3C3=CC=CC=C3)=O)CC2 (5'S,7a'R)-1-(7-fluoroimidazo[2,1-f][1,2,4]triazin-4-yl)-5'-phenyltetrahydro-3'H-spiro[piperidine-4,2'-pyrrolo[2,1-b][1,3]oxazol]-3'-one